6,7-difluoro-4-oxo-3-(o-tolyl)-3,4-dihydro-phthalazin-1-yl triflate O(S(=O)(=O)C(F)(F)F)C1=NN(C(C2=CC(=C(C=C12)F)F)=O)C1=C(C=CC=C1)C